C(C)(C)(C)OC(=O)N1C[C@@H]2COC3=C(CN2CC1)C(=NC(=C3Cl)C3=C(C=CC=C3OC)F)Cl (6aR)-1,4-dichloro-3-(2-fluoro-6-methoxyphenyl)-6a,7,9,10-tetrahydro-12H-pyrazino[2,1-c]pyrido[3,4-f][1,4]oxazepine-8(6H)-carboxylic acid tert-butyl ester